C(C1=CC=CC=C1)N(CC(=O)C=1C=NN(C1)C1CC1)CC(C)O 2-(benzyl-(2-hydroxypropyl)amino)-1-(1-cyclopropyl-1H-pyrazol-4-yl)ethan-1-one